[1-[6-methyl-2-(2-methylindol-6-yl)-4-oxo-chromen-8-yl]ethylamino]benzoic acid CC=1C=C2C(C=C(OC2=C(C1)C(C)NC1=C(C(=O)O)C=CC=C1)C1=CC=C2C=C(NC2=C1)C)=O